N2-(4-(1-(azetidin-3-yl)piperidin-4-yl)-2-isopropoxy-5-methylphenyl)-5-chloro-N4-(2-(isopropylsulfonyl)phenyl)pyrimidine-2,4-diamine HCl salt Cl.N1CC(C1)N1CCC(CC1)C1=CC(=C(C=C1C)NC1=NC=C(C(=N1)NC1=C(C=CC=C1)S(=O)(=O)C(C)C)Cl)OC(C)C